(R)-2-(4-methylthiazol-5-yl)-6,7,8,9-tetrahydro-5H-benzo[7]annulen-5-amine hydrochloride Cl.CC=1N=CSC1C=1C=CC2=C(CCCC[C@H]2N)C1